5-[4-[3-(2-chlorophenyl)acryloylamino]phenyl]-1H-naphtho[1,2-b][1,4]diazepine-2,4(3H,5h)-dione ClC1=C(C=CC=C1)C=CC(=O)NC1=CC=C(C=C1)N1C2=C(NC(CC1=O)=O)C1=CC=CC=C1C=C2